ClC1=NC(=CC2=C1N(C=N2)C(C)C)C2=CC=C1C(C(N(C1=C2)C2CC(C2)NCC(C)C)=O)(C)C 6-(4-chloro-3-isopropyl-3H-imidazo[4,5-c]pyridin-6-yl)-1-((1s,3s)-3-(isobutylamino)cyclobutyl)-3,3-dimethylindolin-2-one